CNS(=O)(=O)CC1=CC=C(C=C1)C1=NN(C(C2=CC=CC=C12)=O)C n-methyl-1-(4-(3-methyl-4-oxo-3,4-dihydrophthalazin-1-yl)phenyl)methanesulfonamide